NC=1C=C(C=CC1NC(OC(C)(C)C)=O)C1=CC=CC=C1 tert-butyl (3-amino-[1,1'-biphenyl]-4-yl)carbamate